4-(7-oxo-8-(2-(tetrahydro-2H-pyran-4-yl)ethyl)-5,6,7,8-tetrahydropyrazino[2,3-b]pyrazin-2-yl)benzamide O=C1CNC2=C(N1CCC1CCOCC1)N=C(C=N2)C2=CC=C(C(=O)N)C=C2